tert-butyl 2-(4-bromo-3,5-dimethoxyphenyl)-2-hydroxypyrrolidine-1-carboxylate BrC1=C(C=C(C=C1OC)C1(N(CCC1)C(=O)OC(C)(C)C)O)OC